FC=1C=C(C(=O)NC=2SC(=CN2)C(C)(C)C2=CC=C(C=C2)OC)C=CC1N1CCNCC1 3-fluoro-N-(5-(2-(4-methoxyphenyl)propan-2-yl)thiazol-2-yl)-4-(piperazin-1-yl)benzamide